1-(3-(3-(1H-imidazol-1-yl)quinoxaline-6-carbonyl)-2-fluorophenyl)-3-(3-fluorophenyl)urea N1(C=NC=C1)C=1C=NC2=CC=C(C=C2N1)C(=O)C=1C(=C(C=CC1)NC(=O)NC1=CC(=CC=C1)F)F